3-[(4-chloro-3-methylphenyl)methyl]-1-cyclopropyl-1-[(3R)-1-(pyridazin-3-yl)piperidin-3-yl]urea ClC1=C(C=C(C=C1)CNC(N([C@H]1CN(CCC1)C=1N=NC=CC1)C1CC1)=O)C